ClC1=CC=C2C(CCOC2=C1)(O)CS(=O)(=O)NC(OC(C)(C)C)=O tert-butyl (((7-chloro-4-hydroxychroman-4-yl) methyl)sulfonyl)-carbamate